C12C3(C4CC(CC(C1)C4)C2)O[C@]2(OO3)CC(CCC2)C2=CC=C(OC3CCC(CC3)N)C=C2 4-(p-{(1R)-Dispiro[cyclohexane-1,3'-[1,2,4]trioxolane-5',2''-tricyclo[3.3.1.13,7]decan]-3-yl}phenoxy)cyclohexylamine